tert-butyl N-[(4-aminophenyl)-cyclopropyl-oxo-λ6-sulfanylidene]carbamate NC1=CC=C(C=C1)S(=NC(OC(C)(C)C)=O)(=O)C1CC1